C1(CCC1)N1CCC(CC1)OC1=CC=C(C=C1)NC(=O)NCCN(C)C 1-(4-((1-cyclobutylpiperidin-4-yl)oxy)phenyl)-3-(2-(dimethylamino)ethyl)urea